1-sec-Butyl-7-[((R)-cyclopropyl-quinolin-3-yl-methyl)-amino]-1H-pyrazolo[4,3-d]pyrimidine-5-carboxylic Acid C(C)(CC)N1N=CC=2N=C(N=C(C21)N[C@@H](C=2C=NC1=CC=CC=C1C2)C2CC2)C(=O)O